5-chloro-6-(4-((2,5-dichlorophenyl)(hydroxyimino)methyl)piperazin-1-yl)nicotinic acid ClC=1C(=NC=C(C(=O)O)C1)N1CCN(CC1)C(=NO)C1=C(C=CC(=C1)Cl)Cl